2-[2-(2-bicyclo[2.2.1]hept-5-enylmethoxy)ethoxy]ethyltrimethylammonium C12C(CC(C=C1)C2)COCCOCC[N+](C)(C)C